[N+](=O)([O-])C=1C=CC2=C(C(=NO2)C(=O)O)C1 5-nitrobenzo[d]isoxazole-3-carboxylic acid